N-(3-bromo-4-fluorophenyl)-N'-hydroxy-4-((2-(4-cyclopropyl-1H-1,2,3-triazol-1-yl)ethyl)amino)-1,2,5-oxadiazole-3-carboxamidine BrC=1C=C(C=CC1F)NC(=NO)C1=NON=C1NCCN1N=NC(=C1)C1CC1